FC=1C=C(C=C(C1NC(NNC(=N)N)=O)F)S(=O)(=O)NC1=C(N=CS1)C(=O)O 5-[[3,5-Difluoro-4-(guanidinocarbamoylamino)phenyl]sulfonylamino]thiazole-4-carboxylic acid